C(#N)C1(CC1)NS(=O)(=O)C=1C=C(C=2N(C1)C(=NC2)C=2SC(=NN2)C(F)(F)F)N2CCC1(CC(C1)(C)O)CC2 N-(1-cyanocyclopropyl)-8-(2-hydroxy-2-methyl-7-azaspiro[3.5]nonan-7-yl)-3-(5-(trifluoromethyl)-1,3,4-thiadiazol-2-yl)imidazo[1,5-a]pyridine-6-sulfonamide